C(C)O[B-](OCC)(OCC)OCC tetraethoxyborate